FC1=CC=2N(C=C1)N=CN2 7-fluoro-(1,2,4)triazolo(1,5-a)pyridine